5-hydroxy-1-(4-hydroxy-3-methoxyphenyl)dodecane-3-one (E)-ethyl-4-((2-hydroxy-2-methylpropanimidamido)oxy)-4-oxobut-2-enoate C(C)OC(\C=C\C(=O)ONC(C(C)(C)O)=N)=O.OC(CC(CCC1=CC(=C(C=C1)O)OC)=O)CCCCCCC